C(C=C)NC=1C(NC(NC1)=O)=O 5-(allylamino)uracil